2-hydroxy-6-methyl-4-(trifluoromethyl)nicotinonitrile OC1=C(C#N)C(=CC(=N1)C)C(F)(F)F